1-(tert-butyl) 3-methyl (S)-piperazine-1,3-dicarboxylate N1(C[C@H](NCC1)C(=O)OC)C(=O)OC(C)(C)C